6-amino-7-(3-methoxy-2,6-dimethylphenyl)-2,4-dimethyl-7H-pyrrolo[2,3-d]pyrimidine-5-carbonitrile NC1=C(C2=C(N=C(N=C2C)C)N1C1=C(C(=CC=C1C)OC)C)C#N